4,5,6-triaminopyrimidine sulfate salt S(=O)(=O)(O)O.NC1=NC=NC(=C1N)N